9,9-bis[4-(2,3-dicarboxyphenoxy)-2-butylphenyl]fluorene C(=O)(O)C1=C(OC2=CC(=C(C=C2)C2(C3=CC=CC=C3C=3C=CC=CC23)C2=C(C=C(C=C2)OC2=C(C(=CC=C2)C(=O)O)C(=O)O)CCCC)CCCC)C=CC=C1C(=O)O